2-(2-(2-chloroethoxy)ethoxy)-N-(2-(2,6-dioxopiperidin-3-yl)-1,3-di-Oxo-isoindolin-4-yl)acetamide ClCCOCCOCC(=O)NC1=C2C(N(C(C2=CC=C1)=O)C1C(NC(CC1)=O)=O)=O